CN1CC2(C1)CC(C2)N(C([O-])=O)C=2N=CC1=C(C(=C(C=C1C2)C2=C(C1=C(OCCN1)N=C2)C)F)N 2-Methyl-2-azaspiro[3.3]heptan-6-yl(8-amino-7-fluoro-6-(8-methyl-2,3-dihydro-1H-pyrido[2,3-b][1,4]oxazin-7-yl)isoquinolin-3-yl)carbamate